methyl (S)-2-((6-((4-chloro-2-fluorobenzyl) oxy)-2'-oxo-[2,4'-bipyridine]-1'(2'H)-yl) methyl)-1-(oxetan-2-ylmethyl)-1H-benzo[d]imidazole-6-carboxylate ClC1=CC(=C(COC2=CC=CC(=N2)C2=CC(N(C=C2)CC2=NC3=C(N2C[C@H]2OCC2)C=C(C=C3)C(=O)OC)=O)C=C1)F